2-chloro-4,6-bis(Naphthalen-2-yl)-1,3,5-triazine ClC1=NC(=NC(=N1)C1=CC2=CC=CC=C2C=C1)C1=CC2=CC=CC=C2C=C1